(4-(4-(4-(3-carbamoyl-5-methyl-1H-pyrazol-1-yl)benzyl)phenyl)bicyclo[2.2.2]Octane-1-carbonyl)piperazine-1-carboxylic acid tert-butyl ester C(C)(C)(C)OC(=O)N1C(CNCC1)C(=O)C12CCC(CC1)(CC2)C2=CC=C(C=C2)CC2=CC=C(C=C2)N2N=C(C=C2C)C(N)=O